FC1=CC=C(C=C1)C=1C=C(C2=CC=CC=C2C1)N1C(=CC2=CC=CC=C12)C1=CC=CC=C1 N-(3-p-fluorophenylnaphthyl)-2-(phenyl)-indole